[K+].OC(COC(COCC(=O)[O-])CCCCCC(C)C)CCCCCC(C)C 2-((2-((2-hydroxyisodecyl)oxy)isodecyl)oxy)acetic acid potassium salt